rel-(1R,5R)-2-oxa-6-azabicyclo[3.2.0]heptane hydrochloride Cl.[C@@H]12OCC[C@H]2NC1 |o1:1,5|